6-(difluoromethyl)imidazo[1,2-a]pyrazine FC(C=1N=CC=2N(C1)C=CN2)F